4-(2-ethylbutyl)-N-(3-(4-fluorophenoxy)-5-(4-(isopropylcarbamoyl)phenoxy)phenyl)piperazine-1-carboxamide C(C)C(CN1CCN(CC1)C(=O)NC1=CC(=CC(=C1)OC1=CC=C(C=C1)C(NC(C)C)=O)OC1=CC=C(C=C1)F)CC